CC1N(CC2C(N3CCOC=4N=C5C=CC=CC5=C(C34)N2C1)=C=O)C(=O)[O-] 2-methyl-5-carbonyl-1,2,4a,5,6,7-hexahydro-8-oxa-3,5a,9,13c-tetraazanaphtho[3,2,1-de]anthracene-3(4H)-carboxylate